NC=1C=C(C=CC1OC)C=1C(=NC=CC1)C(=O)OC methyl 3-(3-amino-4-methoxyphenyl)picolinate